1-{3-methoxy-4-[5-methoxy-3-(trifluoromethyl)pyrazol-1-yl]phenyl}methanamine COC=1C=C(C=CC1N1N=C(C=C1OC)C(F)(F)F)CN